BrC1=C(C=CC=C1)C(F)(F)F 1-bromo-2-(trifluoromethyl)benzene